FC1=C(C=CC=C1)[C@]12[C@H](CC(CC1)C2)N(C([O-])=O)C(CC)OCOC 1-(2-fluorophenyl)-(S)-1-methoxymethoxypropyl-(S)-2-bicyclo[2.2.1]heptanylcarbamate